(S)-4-(2-(3-fluoro-4-methylphenyl)-2H-pyrazolo[3,4-d]pyrimidin-4-yl)-1-methyl-N-(thieno[2,3-c]pyridin-5-ylmethyl)piperazine-2-carboxamide FC=1C=C(C=CC1C)N1N=C2N=CN=C(C2=C1)N1C[C@H](N(CC1)C)C(=O)NCC=1C=C2C(=CN1)SC=C2